N1=C(C=CC=C1)CC1=CC=C(C=C1)C1=NOC(=N1)CC(C(=O)O)=C 2-((3-(4-(pyridin-2-ylmethyl)phenyl)-1,2,4-oxadiazol-5-yl)methyl)acrylic acid